5-((5-fluoro-1-methyl-1H-pyrrolo[2,3-b]pyridin-3-yl)ethynyl)-morpholinobenzo[d]oxazole FC=1C=C2C(=NC1)N(C=C2C#CC2N(CCOC2)C=2OC1=C(N2)C=CC=C1)C